OCC(C)(C)NC(C(CCCCCCCC)(C)C)=O N-[1-hydroxy-2-methylpropan-2-yl]-2,2-dimethyldecanamide